3-{4-[(2-cyclopropylethyl)[(1s,4s)-4-{[(1-fluorocyclobutyl)methyl]amino}cyclohexyl]amino]-1-oxo-3H-isoindol-2-yl}piperidine-2,6-dione C1(CC1)CCN(C1=C2CN(C(C2=CC=C1)=O)C1C(NC(CC1)=O)=O)C1CCC(CC1)NCC1(CCC1)F